ClC=1C=C2C(=CN1)N(C(=C2)C=2C(=CC=1N(C2)C=CN1)OC)C 6-(5-chloro-1-methyl-1H-pyrrolo[2,3-c]pyridin-2-yl)-7-methoxyimidazo[1,2-a]pyridine